CN1[C@@H]([C@H](CC1=O)C(=O)NCCOCCOCCC(=O)N1CCN(CC1)C1CCC(CC1)C(=O)OCC)C=1C=NC=CC1 Ethyl (1r,4r)-4-(4-(3-(2-(2-((2S,3S)-1-methyl-5-oxo-2-(pyridin-3-yl)pyrrolidine-3-carboxamido)ethoxy)ethoxy)propanoyl)piperazin-1-yl)cyclohexane-1-carboxylate